OCC[C@H](CCC)NC=1C2=C(N=C(N1)NC(=O)OC)C=NN2CC2=C(C=C(C=N2)C2CCN(CC2)C2CCN(CC2)C(=O)OC(C)(C)C)OC tert-butyl (s)-4-(6-((7-((1-hydroxyhexan-3-yl)amino)-5-((methoxycarbonyl)amino)-1H-pyrazolo[4,3-d]pyrimidin-1-yl)methyl)-5-methoxypyridin-3-yl)-[1,4'-bipiperidine]-1'-carboxylate